C[C@H]1[C@@H]([C@](C[C@H](O1)OP(=O)([O-])OP(=O)([O-])OC[C@@H]2[C@H](C[C@@H](O2)N3C=C(C(=O)NC3=O)C)O)(C)O)O The molecule is a nucleotide-sugar oxoanion arising from deprotonation of the diphosphate OH groups of dTDP-beta-L-mycarose; major species at pH 7.3. It is a conjugate base of a dTDP-beta-L-mycarose.